(12AR)-10-chloro-9-(2-fluoro-6-hydroxyphenyl)-1,2,3,4,12,12a-hexahydro-6H-pyrazino[2,1-c][1,4]benzoxazepine-7-carbonitrile ClC=1C(=CC(=C2CN3[C@@H](COC21)CNCC3)C#N)C3=C(C=CC=C3O)F